3-[(4,4-difluorocyclohexyl)methyl]-4-{[4-(trifluoromethyl)phenyl]methyl}-4,5-dihydro-1,2,4-oxadiazol-5-one FC1(CCC(CC1)CC1=NOC(N1CC1=CC=C(C=C1)C(F)(F)F)=O)F